N-[4-chloro-3-[(2-methyl-3-oxocyclopenten-1-yl)amino]phenyl]-2-methylbenzamide ClC1=C(C=C(C=C1)NC(C1=C(C=CC=C1)C)=O)NC1=C(C(CC1)=O)C